5-((4-Ethylpiperazin-yl)methyl)pyridin-2-yl-5-fluoro-4-(3-isopropyl-2-methyl-2H-indazol-5-yl)pyrimidin-2-amine C(C)N1CCN(CC1)CC=1C=CC(=NC1)C1=C(C(=NC(=N1)N)C1=CC2=C(N(N=C2C=C1)C)C(C)C)F